3-(p-tolyl)-5,6,7,8-tetrahydropyrido[1,2-a]purin-10(3H)-one C1(=CC=C(C=C1)N1C=2N=C3N(C(C2N=C1)=O)CCCC3)C